4-(1-(4-((ethylamino)methyl)-2-fluorophenyl)-2-methyl-1H-imidazol-4-yl)-N-((3r,4s)-3-fluoro-1-(methylsulfonyl)piperidin-4-yl)-5-(trifluoromethyl)pyrimidin-2-amine C(C)NCC1=CC(=C(C=C1)N1C(=NC(=C1)C1=NC(=NC=C1C(F)(F)F)N[C@@H]1[C@@H](CN(CC1)S(=O)(=O)C)F)C)F